C(CCC)[Sn](C=1SC=CN1)(CCCC)CCCC Tributyl-(thiazol-2-yl)stannane